5-chloro-N2-(4-(1-ethylpiperidin-4-yl)-2-fluoro-5-methylphenyl)-N4-(5-methyl-1H-pyrazol-3-yl)pyrimidine-2,4-diamine ClC=1C(=NC(=NC1)NC1=C(C=C(C(=C1)C)C1CCN(CC1)CC)F)NC1=NNC(=C1)C